FC=1C(=C(C=C(C1)[C@@H]1NCCC1)C1=CC=CC=C1)C=1N=C2SC3=C(N2C1)C=CC(=C3)C(=O)NCCCN3CCC(CC3)F (R)-2-(3-fluoro-5-(pyrrolidin-2-yl)-[1,1'-biphenyl]-2-yl)-N-(3-(4-fluoropiperidin-1-yl)propyl)benzo[d]imidazo[2,1-b]thiazole-7-carboxamide